NC=1C2=C(N=CN1)N(C=C2C=2C=NC1=CC=CC=C1C2)[C@H]2CN(CC2)C(C=C)=O (R)-1-(3-(4-Amino-5-(quinolin-3-yl)-7H-pyrrolo[2,3-d]pyrimidin-7-yl)pyrrolidin-1-yl)-prop-2-en-1-one